C(CCCCCCCCCCC)[Si](OCCCC)(CCCCCCCCCCCC)CCCCCCCCCCCC tridodecylbutoxysilane